ClC=1C=C(C=CC1F)NC(=O)[C@H]1NCC[C@@H]1O (2S,3S)-N-(3-chloro-4-fluoro-phenyl)-3-hydroxy-pyrrolidine-2-carboxamide